ClC=1C(=NC(=CC1)S(N[C@@H]([C@H](C)C1=C(C(=CC=C1F)C)C)C=1OC(NN1)=O)(=O)=O)C(=O)N(C)C 3-chloro-6-(N-((1S,2R)-2-(6-fluoro-2,3-dimethylphenyl)-1-(5-oxo-4,5-dihydro-1,3,4-oxadiazol-2-yl)propyl)sulfamoyl)-N,N-dimethylpicolinamide